O=C1C(NC=C1)=O dioxo-1H-pyrrol